7-((6-(3-Amino-8-azabicyclo[3.2.1]octan-8-yl)-2-(4-cyano-3-fluorophenyl)-3-(3-hydroxy-4-methoxyphenyl)pyridin-4-yl)oxy)-N-hydroxyheptanamide hydrochloride Cl.NC1CC2CCC(C1)N2C2=CC(=C(C(=N2)C2=CC(=C(C=C2)C#N)F)C2=CC(=C(C=C2)OC)O)OCCCCCCC(=O)NO